thiopyrylium [S+]1=CC=CC=C1